C(C=1C(O)=CC=CC1)(=O)[O-].[Cu+2].C(C=1C(O)=CC=CC1)(=O)[O-] copper salicylate salt